NC1=C(C(N(C2=CC(=CC=C12)C(F)(F)F)C1=CC2=C(C(=CO2)C)C=C1)=O)C(=O)OC methyl 4-amino-1-(3-methyl-1-benzofuran-6-yl)-2-oxo-7-(trifluoromethyl)-1,2-dihydroquinoline-3-carboxylate